(E)-2-phenethyl-1-phenyl-octaneN C(CC1=CC=CC=C1)/C(=C/C1=CC=CC=C1)/CCCCCC